diphenyl(4-phenylthiophenyl)sulfonium hexafluoroantimonate F[Sb-](F)(F)(F)(F)F.C1(=CC=CC=C1)[S+](C1=CC=C(C=C1)SC1=CC=CC=C1)C1=CC=CC=C1